C1(=CC=C(C=C1)C(=O)OC1=CC=CC=C1)C phenyl p-toluate